(E)-ethyl 4-oxo-4-(thiazol-2-ylamino)-but-2-enoate O=C(/C=C/C(=O)OCC)NC=1SC=CN1